N1C(N=CC2=CC=CC=C12)=O quinazolin-2(1H)-one